N1=CN=CN=C1 (1,3,5)triazine